1-{4-[(6S)-6-(2-methoxy-2-oxoethyl)-2,3,9-trimethyl-6H-thieno[3,2-f][1,2,4]triazolo[4,3-a][1,4]diazepin-4-yl]phenyl}piperidine-4-carboxylic acid COC(C[C@H]1C=2N(C3=C(C(=N1)C1=CC=C(C=C1)N1CCC(CC1)C(=O)O)C(=C(S3)C)C)C(=NN2)C)=O